FC1=C(C(=O)N)C=C(C=C1)N1N=C(C2=C1C(N(CC2)C2CCN(CC2)N2C(COCC2)=O)=O)C(F)(F)F 2-Fluoro-5-(7-oxo-6-(1-(3-oxomorpholino)piperidin-4-yl)-3-(trifluoromethyl)-4,5,6,7-tetrahydro-1H-pyrazolo[3,4-c]pyridin-1-yl)benzamide